C(C)C(C(=O)O)CC(=O)C1=CC2=C(S1)C=C(C(=C2)O)OC 2-Ethyl-4-(5-hydroxy-6-methoxybenzo[b]thiophene-2-yl)-4-oxobutanoic acid